OCCOC1CC(C1)NC(OC(C)(C)C)=O Tert-butyl N-[3-(2-hydroxyethoxy)cyclobutyl]carbamate